tert-butyl 4-(2-(3,6-dihydro-2H-pyran-4-yl)-5-(4-ethoxy-4-oxobutyl)-7-oxo-4,7-dihydro-[1,2,4]triazolo[1,5-a]pyrimidin-6-yl)piperazine-1-carboxylate O1CCC(=CC1)C1=NN2C(NC(=C(C2=O)N2CCN(CC2)C(=O)OC(C)(C)C)CCCC(=O)OCC)=N1